C1(CC1)C1=C(C(=NO1)C1=C(C=CC=C1Cl)Cl)C1=CC2(C1)CCN(CC2)C=2C=CC(=NC2)C(=O)O 5-(2-(5-cyclopropyl-3-(2,6-dichlorophenyl)isoxazol-4-yl)-7-azaspiro[3.5]non-1-en-7-yl)pyridine-2-carboxylic acid